3-(4-bromo-2-methoxy-phenyl)-3-chloro-oxetane BrC1=CC(=C(C=C1)C1(COC1)Cl)OC